(3aR,4S,6aS)-2,2-Dimethyltetrahydrothiophene CC1(SCCC1)C